3-((5-(dimethylamino)pentanoyl) oxy)-2,2-bis(((9Z)-tetradec-9-enoyloxy)methyl)propyl (9Z)-tetradec-9-enoate C(CCCCCCC\C=C/CCCC)(=O)OCC(COC(CCCCN(C)C)=O)(COC(CCCCCCC\C=C/CCCC)=O)COC(CCCCCCC\C=C/CCCC)=O